6-(2,3-difluoro-4-(hexahydropyrrolo[1,2-a]pyrazin-2(1H)-yl)phenyl)-1,4-dimethyl-2-(4-(methylsulfonyl)phenyl)-1H-pyrrolo[3,2-c]pyridine FC1=C(C=CC(=C1F)N1CC2N(CC1)CCC2)C2=CC1=C(C(=N2)C)C=C(N1C)C1=CC=C(C=C1)S(=O)(=O)C